3-[8-dimethylamino-3-[(4-methoxyphenyl)-methyl]-2-oxo-8-phenyl-1,3-diazaspiro[4.5]decan-1-yl]-N-methyl-propionamide CN(C1(CCC2(CN(C(N2CCC(=O)NC)=O)CC2=CC=C(C=C2)OC)CC1)C1=CC=CC=C1)C